O1C(=NC2=C1C=CC=C2)[C@H]2N(CCC1=C2N=CN1)C(=O)C1=CC=NN1C (S)-(4-(benzo[d]oxazol-2-yl)-6,7-dihydro-1H-imidazo[4,5-c]pyridin-5(4H)-yl)(1-methyl-1H-pyrazol-5-yl)methanone